COC(=O)C1=CC2=C(N=C(N2C[C@H]2OCC2)CN2CCC(CC2)C2=CC=CC=3OC(OC32)(C)C3=C(C=C(C=C3)C#N)F)S1 methyl-2-((4-(2-(4-cyano-2-fluorophenyl)-2-methylbenzo[d][1,3]dioxol-4-yl)piperidin-1-yl)methyl)-1-(((S)-oxetan-2-yl)methyl)-1H-thieno[2,3-d]imidazole-5-carboxylate